4-(3-chloro-2-fluoro-phenoxy)-6-imidazolidin-1-yl-quinazoline ClC=1C(=C(OC2=NC=NC3=CC=C(C=C23)N2CNCC2)C=CC1)F